OC1(CCN(CC1)[C@H]1[C@@H](CCC1)OC=1C=C2CN(C(C2=CC1)=O)C1C(NC(CC1)=O)=O)C(F)(F)F 3-(5-(((1R,2R)-2-(4-hydroxy-4-(trifluoromethyl)piperidin-1-yl)cyclopentyl)oxy)-1-oxoisoindolin-2-yl)piperidine-2,6-dione